CC1(N(C[C@@H](C1)CCNC1=NC(=CC=C1)S(N)(=O)=O)C(=O)OC(C)(C)C)C |r| Racemic-tert-butyl 2,2-dimethyl-4-[2-[(6-sulfamoyl-2-pyridyl)amino]ethyl]pyrrolidine-1-carboxylate